5-bromo-2'-chloro-[1,1'-biphenyl]-2-sulfonyl chloride BrC1=CC=C(C(=C1)C1=C(C=CC=C1)Cl)S(=O)(=O)Cl